C(C)(=O)NC1(O)C[C@@H](O)[C@H](O)[C@H](O1)CO (acetamido)-2-deoxy-glucopyranose